CC(C=O)CC1=CC(CC=C1)=C alpha-methyl-3,4-dihydromethylenebenzenepropanal